hydroxybutyldi(hydroxypropyl)amine OCCCCN(CCCO)CCCO